C(CCC)C1CC(=O)NCCC1 3-n-butylcaprolactam